2-fluoro-6-[(3,5-dihydroxybenzyl)amino]-9-(tetrahydro-2H-pyran-2-yl)-9H-purine FC1=NC(=C2N=CN(C2=N1)C1OCCCC1)NCC1=CC(=CC(=C1)O)O